1-dodecyltellurium C(CCCCCCCCCCC)[Te]